OC(=O)CCCCCCCCC.C(CCCCCCC)(=O)OCCC(C)C isoamyl caprylate caprate